(R)-N-(5-(5-ethyl-1,2,4-oxadiazol-3-yl)-2,3-dihydro-1H-inden-1-yl)-2-methyloxazole-4-carboxamide C(C)C1=NC(=NO1)C=1C=C2CC[C@H](C2=CC1)NC(=O)C=1N=C(OC1)C